N[SiH2][SiH2][SiH3] aminotrisilane